ClC=1C(=CC2=C3N(N=C2C1)CCCO3)[2H] 8-chloro-3,4-dihydro-2H-[1,3]oxazino[3,2-b]indazole-9-d